chloro-(4'-methyl-terpyridine) platinum (II) chloride [Pt](Cl)Cl.ClC=1C(=NC=CC1)C1=NC=CC(=C1C1=NC=CC=C1)C